1,6-dibromo-3,8-di-t-butylpyrene BrC1=CC(=C2C=CC3=C(C=C(C4=CC=C1C2=C34)C(C)(C)C)Br)C(C)(C)C